3,5-di-tert-butyl-salicyl-2-propylsulfanylaniline titanium trichloride [Cl-].[Cl-].[Cl-].[Ti+3].C(C)(C)(C)C1=C(C(CNC2=C(C=CC=C2)SCCC)=CC(=C1)C(C)(C)C)O